3-methoxy-5-(5-(4-(methylsulfonyl)piperazin-1-yl)-1H-benzo[d]imidazol-2-yl)benzene-1,2-diol COC1=C(C(=CC(=C1)C1=NC2=C(N1)C=CC(=C2)N2CCN(CC2)S(=O)(=O)C)O)O